1-{4-[4-(2-cyclohexylacetamido)-1H-1,2,3-triazol-1-yl]butyl}-N-(cyclopropylmethyl)-1H-1,2,3-triazole-4-carboxamide C1(CCCCC1)CC(=O)NC=1N=NN(C1)CCCCN1N=NC(=C1)C(=O)NCC1CC1